N1=CC(=CC=C1)[C@H](CC(=O)O)C1(CC1)C(F)(F)F (S)-3-(pyridin-3-yl)-3-(1-(trifluoromethyl)cyclopropyl)propanoic acid